ClC1=CC=C(C=C1)[C@H]([C@@H](C(=O)OC1=CC=CC=C1)C)N1[C@@](C2=C(C=C(C=C2C1=O)[C@](CC)(C1CCOCC1)O)F)(OC)C1=CC=C(C=C1)Cl phenyl (2S,3S)-3-(4-chlorophenyl)-3-[(1R)-1-(4-chlorophenyl)-7-fluoro-5-[(1S)-1-hydroxy-1-(oxan-4-yl)propyl]-1-methoxy-3-oxo-2,3-dihydro-1H-isoindol-2-yl]-2-methylpropanoate